1-((2-((R)-3-cyclohexyl-2-methylpropanoyl)-5-hydroxy-2-azaspiro[5.5]undecan-5-yl)methyl)-N,N-dimethyl-6-oxo-4-phenyl-1,6-dihydropyridine-3-carboxamide C1(CCCCC1)C[C@H](C(=O)N1CC2(C(CC1)(O)CN1C=C(C(=CC1=O)C1=CC=CC=C1)C(=O)N(C)C)CCCCC2)C